C(#N)C1=CC(=C(C=C1)[C@H]1C(=C(NC2=C(C=NC(=C12)OCC)C)C)C(=O)N)OC |r| Racemic-4-(4-cyano-2-methoxyphenyl)-5-ethoxy-2,8-dimethyl-1,4-dihydro-1,6-naphthyridine-3-carboxamide